C1(CCCC1)CNC1=NC(=CC2=C1N=C(N=C2)NC2=C(C=CC=C2C)NC(C=C)=O)C2=C(C(=CC(=C2Cl)OC)OC)Cl N-(2-((8-((cyclopentylmethyl)amino)-6-(2,6-dichloro-3,5-dimethoxy-phenyl)pyrido[3,4-d]pyrimidin-2-yl)amino)-3-methylphenyl)acrylamide